(R)-5-{4-[4-(3,4-dimethylphenyl)piperazine-1-carbonyl]phenyl}-5-isopropylimidazolidine-2,4-dione CC=1C=C(C=CC1C)N1CCN(CC1)C(=O)C1=CC=C(C=C1)[C@@]1(C(NC(N1)=O)=O)C(C)C